[F-].[F-].[W+2](=O)=O Tungsten dioxide difluoride